(S)-6-(trifluoromethyl)-5,6,7,8-tetrahydroimidazo[1,2-a]pyridine-2-carboxylic acid ethyl ester C(C)OC(=O)C=1N=C2N(C[C@H](CC2)C(F)(F)F)C1